7-(5-amino-6-methylpyridin-3-yl)-N,N-di-tert-butylcarbamoyl-[1,2,4]triazolo[1,5-a]pyridin-2-amine NC=1C=C(C=NC1C)C1=CC=2N(C(=C1)C(N)=O)N=C(N2)N(C(C)(C)C)C(C)(C)C